C(#N)C1=CC=C(O[C@@H]2CC[C@H](CC2)NC(C(CCCOC2=CC=C(C=C2)F)(C)C)=O)C=C1 trans-N-(4-(4-cyanophenoxy)cyclohexyl)-5-(4-fluorophenoxy)-2,2-dimethylpentanamide